9-(5-methyl-4-phenylpyridin-2-yl)-2-bromocarbazole CC=1C(=CC(=NC1)N1C2=CC=CC=C2C=2C=CC(=CC12)Br)C1=CC=CC=C1